1-butyl-3-vinyl-1H-imidazol-3-ium bromide [Br-].C(CCC)N1C=[N+](C=C1)C=C